1-(1-acryloylazetidin-3-yl)-5-(2-fluoro-6-hydroxyphenyl)-1H-benzo[d]imidazole-2-carbonitrile C(C=C)(=O)N1CC(C1)N1C(=NC2=C1C=CC(=C2)C2=C(C=CC=C2O)F)C#N